3-(Trifluoromethyl)-3-(4-(3-((4-(3-(trifluoromethyl)-3H-diazirin-3-yl)benzyl)oxy)propyl)phenyl)-3H-diazirin FC(C1(N=N1)C1=CC=C(C=C1)CCCOCC1=CC=C(C=C1)C1(N=N1)C(F)(F)F)(F)F